O[C@@H]1CN(CC[C@H]1OC)C1=NC=CC(=N1)NC=1N=CC2=C(C=CC(=C2C1)C(C)C)OCC1CN(C1)C(C)=O 1-(3-(((3-((2-((3R,4R)-3-hydroxy-4-methoxypiperidin-1-yl)pyrimidin-4-yl)amino)-5-isopropylisoquinolin-8-yl)oxy)methyl)azetidin-1-yl)ethan-1-one